2-[(3R,5S)-4-{[2-(1-benzylpiperidin-4-yl)ethyl]carbamoyl}-3,5-dimethylpiperazin-1-yl]-N-cyclobutylpyrimidine-5-carboxamide C(C1=CC=CC=C1)N1CCC(CC1)CCNC(=O)N1[C@@H](CN(C[C@@H]1C)C1=NC=C(C=N1)C(=O)NC1CCC1)C